(Z)-3-((tert-butylamino)methylene)-2-(3-(2-hydroxyethyl)-1H-indol-1-yl)chroman-4-one C(C)(C)(C)N\C=C/1\C(OC2=CC=CC=C2C1=O)N1C=C(C2=CC=CC=C12)CCO